1-methyl-3-propyl-6H-pyrazolo[4,3-d]pyrimidin-7-one CN1N=C(C=2N=CNC(C21)=O)CCC